COC1=C(C=C(C=C1)C)[C@]1([C@H](C1)C=1C=NC(=CC1)C)C(=O)OCC (1S,2R)-ethyl 1-(2-methoxy-5-methylphenyl)-2-(6-methylpyridin-3-yl)cyclopropanecarboxylate